COCCN1C(C1)C(=O)OC(CNC)=O (1-(2-methoxyethyl)aziridine-2-carbonyl)-N-methylglycinate